methyl 4-(1-methoxy-1-oxopentan-2-ylamino)-3-nitrobenzoate COC(C(CCC)NC1=C(C=C(C(=O)OC)C=C1)[N+](=O)[O-])=O